7-amino-6-(3-methoxy-2,6-dimethylphenyl)-2-(4-methylpyridin-2-yl)-5-oxo-5,6-dihydro-1,6-naphthyridine-8-carboxamide NC=1N(C(C=2C=CC(=NC2C1C(=O)N)C1=NC=CC(=C1)C)=O)C1=C(C(=CC=C1C)OC)C